perfluoroisopropenyl oxide FC(=C(C(F)(F)F)OC(=C(F)F)C(F)(F)F)F